C(CCCCCCCCCCCCC\C=C/CCCCCCCC)(=O)OC([C@@H](N)CO)=O seryl nervonate